C(C)(C)(C)CCC(C)OC(C(C(=O)O)C)=O 2-methylmalonic acid-1-tert-butyl-3-n-butyl ester